C(C)(C)(C)OC(C(CCC(=O)N)C=1C(=NC2=CC=CC(=C2C1)[N+](=O)[O-])C)=O 5-amino-2-(2-methyl-5-nitroquinolin-3-yl)-5-oxopentanoic acid tert-butyl ester